ClC1=CC=C(CN2C[C@@](CC2)([C@H]2OCC2(C)C)CCC2=NC=C(C=C2)S(=O)(=O)C)C=C1 |o1:11| 2-(2-((R)-1-(4-chlorobenzyl)-3-((R or S)-3,3-dimethyloxetan-2-yl)pyrrolidin-3-yl)ethyl)-5-(methylsulfonyl)pyridine